(2R)-N-(3-((1-(3-(1H-pyrazol-5-yl)-5-(thiophen-2-yl)phenyl)ethyl)carbamoyl)-4-methylphenyl)piperidine-2-carboxamide N1N=CC=C1C=1C=C(C=C(C1)C=1SC=CC1)C(C)NC(=O)C=1C=C(C=CC1C)NC(=O)[C@@H]1NCCCC1